OC1=C2C(C=C(OC2=CC(=C1O)OC)C1=CC=C(C=C1)[O-])=O 4-(5,6-dihydroxy-7-methoxy-4-oxo-4H-chromen-2-yl)phenolate